O1N=C(C2=C1C=CC=C2)C2=C(\C=N\[S@@](=O)C(C)(C)C)C(=CC=C2)Br (S,E)-N-[2-(benzo[d]isoxazol-yl)-6-bromobenzylidene]-2-methylpropane-2-sulfinamide